3-(((2-chloropyridin-3-yl)oxy)methyl)piperidine-1-carboxylic acid tert-butyl ester C(C)(C)(C)OC(=O)N1CC(CCC1)COC=1C(=NC=CC1)Cl